C(C)(=O)C1=NN(C2=CC=C(C=C12)C=1C=NC(=NC1)C)CC(=O)N1[C@@H](C[C@H](C1)F)C(=O)NC1=NC(=CC=C1CC#N)Br (2S,4R)-1-(2-(3-acetyl-5-(2-methylpyrimidin-5-yl)-1H-indazol-1-yl)acetyl)-N-(6-bromo-3-(cyanomethyl)-pyridin-2-yl)-4-fluoropyrrolidine-2-carboxamide